4-(3,7-bis(dimethylamino)-5,5-diisopropyldibenzo[b,e]silin-10(5H)-ylidene)butanamide CN(C=1C=CC2=C([Si](C3=C(C2=CCCC(=O)N)C=CC(=C3)N(C)C)(C(C)C)C(C)C)C1)C